NC1=CC=CC(=N1)S(=O)(=O)NC(=O)C=1C(=NC(=CC1)C=1C=NC(=NC1)N1CCCC1)OC1=C(C=C(C=C1C)C)C N-[(6-Amino-2-pyridyl)sulfonyl]-6-(2-pyrrolidin-1-ylpyrimidin-5-yl)-2-(2,4,6-trimethylphenoxy)pyridin-3-carboxamid